(4-(3-hydroxyoxetan-3-yl)phenyl)(4-((5-(4-(trifluoromethyl)phenyl)pyridin-2-yl)oxy)piperidin-1-yl)methanone OC1(COC1)C1=CC=C(C=C1)C(=O)N1CCC(CC1)OC1=NC=C(C=C1)C1=CC=C(C=C1)C(F)(F)F